trifluoromethanesulfonic acid 2,2,2-trifluoroethyl ester FC(COS(=O)(=O)C(F)(F)F)(F)F